Cl.CN1CC(CC1)=O N-methyl-3-pyrrolidone hydrochloride